BrC=1C=C2CCC(C2=CC1)C1C(C1)(C(=O)N)O (5-bromo-2,3-dihydro-1H-inden-1-yl)-1-hydroxycyclopropane-1-carboxamide